4-amino-2,5-diethoxybenzanilide NC1=CC(=C(C(=O)NC2=CC=CC=C2)C=C1OCC)OCC